C(C)OC1=C(OC=2N=NC(=CC2C(=O)NC2=CC(=CC=C2)SC)C)C=CC(=C1)F 3-(2-ethoxy-4-fluorophenoxy)-6-methyl-N-(3-(methylthio)phenyl)pyridazine-4-carboxamide